diethyl-2-methylpiperazine C(C)N1CC(N(CC1)CC)C